C(C#N)[C@@H](C(=O)O)N The molecule is a cyanoamino acid that is the 3-cyano-derivative of L-alanine. It has a role as an Escherichia coli metabolite, a human metabolite and a mouse metabolite. It is a cyanoamino acid and a non-proteinogenic L-alpha-amino acid. It is a conjugate acid of a 3-cyano-L-alaninate. It is a tautomer of a 3-cyano-L-alanine zwitterion.